NC1=C(C(N(N=C1Br)CC1=CC=C(C=C1)OC)=O)Cl 5-amino-6-bromo-4-chloro-2-(4-methoxybenzyl)pyridazin-3(2H)-one